FC(F)(F)C1=CC=2C(=NC=CC2)N1 (trifluoromethyl)pyrrolo[2,3-b]pyridin